(6-thiophen-3-yl)hexane-1-sulfonic acid S1C=C(C=C1)CCCCCCS(=O)(=O)O